2-(2,6-Dimethyl-4-((5-oxo-4-(4-(trifluoromethoxy)phenyl)-4,5-dihydro-1H-1,2,4-Triazol-1-yl)methyl)phenoxy)ethyl butanoate C(CCC)(=O)OCCOC1=C(C=C(C=C1C)CN1N=CN(C1=O)C1=CC=C(C=C1)OC(F)(F)F)C